cyclohexane-1,1-dicarboxylic acid C1(CCCCC1)(C(=O)O)C(=O)O